(3-chloropropyl)-1,1-difluoro-5-azaspiro[2.4]heptane-6-carboxylic acid methyl ester COC(=O)C1NCC2(C(C2(F)F)CCCCl)C1